FC(C=1C=C(C=C(C1)C(F)(F)F)C=1C(=CC=C2C(=C(C=NC12)C(=O)NN1CCOC2=C1C=CC=C2)N2CCOCC2)F)(F)F 8-[3,5-bis(trifluoromethyl)phenyl]-N-(2,3-dihydro-1,4-benzoxazin-4-yl)-7-fluoro-4-morpholino-quinoline-3-carboxamide